FC(O[C@@H]1C[C@H](N(CC1)CC1=C2C=CNC2=C(C=C1OC)C)C1=CC=C(C(=O)O)C=C1)F 4-((2s,4s)-4-(difluoromethoxy)-1-((5-methoxy-7-methyl-1H-indol-4-yl)methyl)piperidin-2-yl)benzoic acid